2-((3-Bromo-1-methyl-1H-pyrazol-4-yl)methyl)imidazo[1,2-a]pyrazine-6-carboxylic acid methyl ester COC(=O)C=1N=CC=2N(C1)C=C(N2)CC=2C(=NN(C2)C)Br